(2R)-1-(5-((R)-amino(4,5-dichloro-2-hydroxyphenyl)methyl)-2-azabicyclo[2.2.1]heptan-2-yl)-2,3-dihydroxypropan-1-one N[C@H](C1C2CN(C(C1)C2)C([C@@H](CO)O)=O)C2=C(C=C(C(=C2)Cl)Cl)O